(2S,3S,4R,5R)-5-(2-(5-chloropyridin-3-yl)-6-((3-cyanobenzyl)amino)-9H-purin-9-yl)-3,4-dihydroxyl-N-(methyl-d3)-tetrahydrofuran-2-carboxamide ClC=1C=C(C=NC1)C1=NC(=C2N=CN(C2=N1)[C@H]1[C@@H]([C@@H]([C@H](O1)C(=O)NC([2H])([2H])[2H])O)O)NCC1=CC(=CC=C1)C#N